Ditolyl ether CC1=CC=CC=C1OC2=CC=CC=C2C